FC1=C(C=C(C=C1)O)C(=O)N1CC2(C1)CC(C2)N2N=C(C(=C2)C(F)(F)F)C=2C(=NC=CC2)F (2-fluoro-5-hydroxyphenyl){6-[3-(2-fluoro-3-pyridyl)-4-(trifluoromethyl)-1-pyrazolyl]-2-aza-2-spiro[3.3]heptyl}methanone